N-((3S,4S)-4-(3,5-difluorophenyl)piperidin-3-yl)-5,6-dihydropyrazolo[1,5-d]thieno[3,2-f][1,4]oxazepine-2-carboxamide FC=1C=C(C=C(C1)F)[C@H]1[C@@H](CNCC1)NC(=O)C1=CC=2C=3N(CCOC2S1)N=CC3